2-(4-Nitro-1,3-dioxoisoindoline-2-yl)propionamide [N+](=O)([O-])C1=C2C(N(C(C2=CC=C1)=O)C(C(=O)N)C)=O